[2-(dimethylamino)ethyl]-3-[(5-phenylpyrimidin-2-yl)amino]benzamide CN(CCC1=C(C(=O)N)C=CC=C1NC1=NC=C(C=N1)C1=CC=CC=C1)C